C(C)(=O)OC(C)(C)C1(CC=C(C=C1)C(C)(OC(C)=O)C)O 1,4-bis(1-acetoxy-1-methylethyl)benzeneOl